ClC1=NC2=CC=CC(=C2C(=C1)NCCC1=CC=C(C=C1)[N+](=O)[O-])OC(F)(F)F 2-chloro-N-(4-nitrophenyl-ethyl)-5-(trifluoromethoxy)quinolin-4-amine